(2S,6R)-4-(3-(4-fluorophenyl)imidazo[1,2-b]pyridazin-6-yl)-2,6-dimethylmorpholine FC1=CC=C(C=C1)C1=CN=C2N1N=C(C=C2)N2C[C@@H](O[C@@H](C2)C)C